ClC1=CC=C(C=C1)C1=C(C(=NN1C1=C(C=C(C=C1)Cl)Cl)C(C(=O)N(CCCCCC)CCCCCC)=O)C 2-(5-(4-chlorophenyl)-1-(2,4-dichlorophenyl)-4-methyl-1H-pyrazol-3-yl)-N,N-dihexyl-2-oxoacetamide